pentyl nonyl ether C(CCCCCCCC)OCCCCC